N-((1-(2,6-dichlorophenyl)cyclobutyl)methyl)-4-(trifluoromethoxy)benzenesulfonamide ClC1=C(C(=CC=C1)Cl)C1(CCC1)CNS(=O)(=O)C1=CC=C(C=C1)OC(F)(F)F